8-methoxy-9-([4-[1-methyl-4-(trifluoromethyl)-1H-imidazol-2-yl]phenyl]methyl)-2-[2-(propan-2-yl)pyridin-3-yl]-9H-purine COC=1N(C2=NC(=NC=C2N1)C=1C(=NC=CC1)C(C)C)CC1=CC=C(C=C1)C=1N(C=C(N1)C(F)(F)F)C